4-[2-[2-[2-[2-(2-aminoethoxy)ethoxy]ethoxy] ethoxy]ethyl-methyl-amino]but-2-enoate NCCOCCOCCOCCOCCN(CC=CC(=O)[O-])C